[1,4]thiazepino[2,3-c]quinolin-6(7H)-one 5,5-dioxide N1=CC=CS(C=2C(NC=3C=CC=CC3C21)=O)(=O)=O